perfluoro-1-hexanesulfonamide FC(C(C(C(C(C(F)(F)F)(F)F)(F)F)(F)F)(F)F)(S(=O)(=O)N)F